NC1=NC2=CC(=C(C=C2C=C1CO[Si](C)(C)C(C)(C)C)C(=O)N(C1COC2=C1C=CC(=C2)C(F)(F)F)CC2CCC2)F 2-amino-3-(((tert-butyldimethylsilyl)oxy)methyl)-N-(cyclobutylmethyl)-7-fluoro-N-(6-(trifluoromethyl)-2,3-dihydrobenzofuran-3-yl)quinoline-6-carboxamide